ClS(=O)(=O)C1=CC=C(C#N)C=C1 4-(chlorosulfonyl)benzonitrile